C1(C(C=CC=C1)=O)C=CC1=CC=CC=C1 stilbenone